N-(2-(5-hydroxy-1H-indol-3-yl)ethyl)acetamide-1-13C OC=1C=C2C(=CNC2=CC1)CCN[13C](C)=O